N-(2,5-dichlorophenyl)-2-(3-(2-fluoro-4-methoxyphenyl)-6-oxopyridazin-1(6H)-yl)acetamide ClC1=C(C=C(C=C1)Cl)NC(CN1N=C(C=CC1=O)C1=C(C=C(C=C1)OC)F)=O